NC1=NC=CC(=N1)C1=NC=CC(=C1)C1=C(C=C(C=C1)C=1C(=C(C(N(C1)C1=CC=C(C=C1)F)=O)C(=O)N)OC)F (4-(2-(2-aminopyrimidin-4-yl)pyridin-4-yl)-3-fluorophenyl)-1-(4-fluorophenyl)-4-methoxy-2-keto-1,2-dihydropyridine-3-carboxamide